CC1CCC(C(C1)C#N)C(C)C 5-methyl-2-isopropyl-cyclohexane-carbonitrile